4-(3-methoxy-benzylidene)-piperidine-1-carboxylic acid (2-phenyl-cyclopropyl)-amide C1(=CC=CC=C1)C1C(C1)NC(=O)N1CCC(CC1)=CC1=CC(=CC=C1)OC